N-isopropyl-2-(6-oxo-3-phenylpyridazin-1(6H)-yl)acetamide C(C)(C)NC(CN1N=C(C=CC1=O)C1=CC=CC=C1)=O